CN(C=1N=C(C(=NC1CC)C(=O)N)NC1=CC(=CC(=C1)CCNC([C@H](C)NC)=O)OC)C (s)-5-(dimethylamino)-6-ethyl-3-((3-methoxy-5-(2-(2-(methylamino)propanamido)ethyl)phenyl)amino)pyrazine-2-carboxamide